COC12C(=C(C(C(=C1)O[Si](C)(C)C)CC2)C(=O)OC)C(=O)OC dimethyl 1-methoxy-5-((trimethylsilyl)oxy)bicyclo[2.2.2]octa-2,5-diene-2,3-dicarboxylate